CCCCCCC(C)NC1=CC=C(C=C1)NC(C)CCCCCC N,N'-di-sec-octyl-p-phenylenediamine